C1(=CC(=CC=C1)S(=O)(=O)N1CC[C@@H]2N(C([C@H](C1)NC([C@H](C)NC)=O)=O)[C@@H](CC2)C(=O)NC(C2=CC=CC=C2)C2=CC=CC=C2)S(=O)(=O)N2CC[C@@H]1N(C([C@H](C2)NC([C@H](C)NC)=O)=O)[C@@H](CC1)C(=O)NC(C1=CC=CC=C1)C1=CC=CC=C1 (5S,5'S,8S,8'S,10aR,10a'R)-3,3'-(1,3-phenylenedisulfonyl)bis(N-benzhydryl-5-((S)-2-(methylamino)propanamido)-6-oxodecahydropyrrolo[1,2-a][1,5]diazocine-8-carboxamide)